(3Z)-6-(decoxymethyl)-3-hexenyl-lithium C(CCCCCCCCC)OCCC\C=C/CC[Li]